C1(=CC=CC=C1)C(C(=O)O)C(N)=N phenyl-guanyl-acetic acid